6-((2-methoxy-4-(methylsulfonyl)phenyl)amino)-4-((2-methoxyethyl)amino)-1H-pyrrolo[2,3-b]pyridine-3-carbonitrile COC1=C(C=CC(=C1)S(=O)(=O)C)NC1=CC(=C2C(=N1)NC=C2C#N)NCCOC